NC=1N(C2=CC(=CC=C2C1SC=1C=C(C(=O)O)C=CC1)Cl)C=1C=NN(C1)C(C)C 3-((2-amino-6-chloro-1-(1-isopropyl-1H-pyrazol-4-yl)-1H-indol-3-yl)thio)benzoic acid